carbonylruthenium(II) hydrochloride Cl.C(=O)=[Ru+2]